C1(CC1)NC(=O)C=1C=NC(=NC1)N1CCN(CC1)C(=O)C1=CC=C(C=C1)C1=NC2=C(N1)C=C(C=C2C(=O)N)F 2-(4-(4-(5-(cyclopropylcarbamoyl)pyrimidin-2-yl)piperazine-1-carbonyl)phenyl)-6-fluoro-1H-benzo[d]imidazole-4-carboxamide